NC=1C=2N(C(=CC1)C1=CN(C=3N=CN=C(C31)N(C(OC(C)(C)C)=O)C(=O)OC(C)(C)C)C3COC3)C=CN2 TERT-BUTYL (5-(8-AMINOIMIDAZO[1,2-A]PYRIDIN-5-YL)-7-(OXETAN-3-YL)-7H-PYRROLO[2,3-D]PYRIMIDIN-4-YL)(TERT-BUTOXYCARBONYL)CARBAMATE